OC1=C(C=C(C=C1)CC=CC(=O)[O-])NC 4-(4-hydroxy-3-methylaminophenyl)-but-2-enoate